1-(3-aminopropyl)-5-(2-chloro-4-methylphenyl)-1H-benzo[d]imidazole-7-carboxylic acid methyl ester hydrochloride Cl.COC(=O)C1=CC(=CC2=C1N(C=N2)CCCN)C2=C(C=C(C=C2)C)Cl